2-chloro-N-(5-chloro-6-(2H-1,2,3-triazol-2-yl)pyridin-3-yl)-5-fluorobenzamide ClC1=C(C(=O)NC=2C=NC(=C(C2)Cl)N2N=CC=N2)C=C(C=C1)F